8-Bromo-7-methoxyisoquinoline BrC=1C(=CC=C2C=CN=CC12)OC